C(C)OC(=O)C1=C(N=C(S1)NC1=NC(=CC(=N1)C1=CC=C(C=C1)C(=O)O)N1CC(NCC1)=O)C 2-[4-(4-Carboxy-phenyl)-6-(3-oxo-piperazin-1-yl)-pyrimidin-2-ylamino]-4-methylthiazole-5-carboxylic acid ethyl ester